1-amino-4-((4-(tert-butyl)phenyl)amino)cyclohexane-1-carboxamide NC1(CCC(CC1)NC1=CC=C(C=C1)C(C)(C)C)C(=O)N